[4-(difluoromethoxy)phenyl]methyl N-{[2-(2,6-dioxopiperidin-3-yl)-3-oxo-2,3-dihydro-1H-isoindol-5-yl]methyl}carbamate O=C1NC(CCC1N1CC2=CC=C(C=C2C1=O)CNC(OCC1=CC=C(C=C1)OC(F)F)=O)=O